1-(4-(4-(azetidin-3-ylmethyl)piperazin-1-yl)phenyl)-3-benzyl-1-((1r,4r)-4-(quinazolin-2-ylamino)cyclohexyl)urea N1CC(C1)CN1CCN(CC1)C1=CC=C(C=C1)N(C(=O)NCC1=CC=CC=C1)C1CCC(CC1)NC1=NC2=CC=CC=C2C=N1